methyl 9-decenoate C(CCCCCCCC=C)(=O)OC